NC1=C(C(N(C=2C1=NC=C(N2)OC(C)C)C2=CC=C(C=C2)N)=O)C(=O)OC methyl 8-amino-5-(4-aminophenyl)-6-oxo-3-isopropoxypyrido[3,2-b]pyrazine-7-carboxylate